N(=[N+]=[N-])[C@H]1C[C@@H](O[C@@H]1CO)N1C(NC(C(=C1)C)=O)=O 1-[(2R,4S,5S)-4-azido-5-(hydroxymethyl)oxolane-2-yl]-5-methylpyrimidine-2,4-dione